CC1([C@H]2CNC[C@@H]12)C (1R-5S)-6,6-dimethyl-3-azabicyclo[3.1.0]hexane